N1(CCCCC1)CCCOC1=NC=C(C=C1)B1OC(C(O1)(C)C)(C)C 2-[3-(1-piperidinyl)propoxy]-5-(4,4,5,5-tetramethyl-1,3,2-dioxaborolan-2-yl)pyridine